C(C)(C)(C)OC(=O)N1C=CC2=C(C(=CC(=C12)C)OC)CN1[C@@H](CC(CC1)C1=CN=NC=C1)C1=CC=C(C=C1)C(=O)OC (S)-5-methoxy-4-((2-(4-(methoxycarbonyl)phenyl)-4-(pyridazin-4-yl)piperidin-1-yl)methyl)-7-methyl-1H-indole-1-carboxylic acid tert-butyl ester